FC1=C(C=C(C=C1)F)[C@@H]1N(CCC1)C1=NC=2N(C=C1)N=CC2C(=O)NCCCC2=CC=C(C=C2)CC(=O)OC methyl (R)-2-(4-(3-(5-(2-(2,5-difluorophenyl)pyrrolidin-1-yl)pyrazolo[1,5-a]pyrimidine-3-carboxamido)propyl)phenyl)acetate